L-1-methylhydantoin CN1C(=O)NC(=O)C1